N[C@@H](CCC(=O)N[C@@H](CC1=CC=C(C=C1)O)C(=O)O)C(=O)O γ-Glutamyl-Tyrosine